2,2,2-Trifluoroethyl (S)-2-amino-5-(4-hydroxyphenyl)pentanoate hydrochloride Cl.N[C@H](C(=O)OCC(F)(F)F)CCCC1=CC=C(C=C1)O